(S)-3-(4-(2-cyclohexyl-2-(1-isopropyl-1H-pyrazole-5-carboxamido)acetamido)-2-fluorophenyl)-2-methylpyridine 1-oxide C1(CCCCC1)[C@@H](C(=O)NC1=CC(=C(C=C1)C=1C(=[N+](C=CC1)[O-])C)F)NC(=O)C1=CC=NN1C(C)C